6'-amino-N-{(1S,2S)-2-[(4-{(1S)-1-[4-(2-hydroxyethyl)piperazin-1-yl]-2,3-dihydro-1H-inden-5-yl}phenyl)methoxy]cyclopentyl}[2,3'-bipyridine]-5'-carboxamide NC1=C(C=C(C=N1)C1=NC=CC=C1)C(=O)N[C@@H]1[C@H](CCC1)OCC1=CC=C(C=C1)C=1C=C2CC[C@@H](C2=CC1)N1CCN(CC1)CCO